C1=CC=CC=2C3=CC=CC=C3N(C12)CCC1=NN=C(O1)SCC(=O)NC1=C(C=CC=C1)C 2-((5-(2-(9H-carbazol-9-yl)ethyl)-1,3,4-oxadiazol-2-yl)thio)-N-(o-tolyl)acetamide